tert-Butyl 4-amino-1H-pyrazole-1-carboxylate NC=1C=NN(C1)C(=O)OC(C)(C)C